NC1=CC=C(C(=C1C(=O)N(C)C)F)C=1C(=C2C(=NC1)NCC21CC(CC1)N1N=C(C=C1)C)Cl 6-Amino-3-(4'-chloro-3-(3-methyl-1H-pyrazol-1-yl)-1',2'-dihydrospiro[cyclopentane-1,3'-pyrrolo[2,3-b]pyridin]-5'-yl)-2-fluoro-N,N-dimethylbenzamide